ClC1=C(C(=CC=C1)F)NC(C1=C(C=C(C(=C1)F)NC(=O)N(CC)CC(F)F)O[C@H](C(F)(F)F)C)=O (S)-N-(2-chloro-6-fluorophenyl)-4-(3-(2,2-difluoroethyl)-3-ethylureido)-5-fluoro-2-((1,1,1-trifluoropropan-2-yl)oxy)benzamide